ClC1=CC=C2C=CC(=NC2=C1)/C=C/C=1C=C(C=CC1)C(C=C)O (E)-1-(3-(2-(7-chloro-2-quinolinyl)vinyl)phenyl)-2-propen-1-ol